N-[(1R)-1-phenylethyl]-6-(4,4,5,5-tetramethyl-1,3,2-dioxaborolan-2-yl)quinazolin-4-amine C1(=CC=CC=C1)[C@@H](C)NC1=NC=NC2=CC=C(C=C12)B1OC(C(O1)(C)C)(C)C